N[C@H](C(=O)NN(C(CF)=O)CCC(=O)N)CC(C)C (S)-3-(2-(2-amino-4-methylpentanoyl)-1-(2-fluoroacetyl)hydrazino)propanamide